C12CNCC(N(C1)C1=NC=NC3=CC(=C(C=C13)OC)OC)C2.C21CN(CC(NC2)C1)C1=NC=NC2=CC(=C(C=C12)OC)OC 4-(3,6-diazabicyclo[3.2.1]octan-3-yl)-6,7-dimethoxyquinazoline Compound with 4-(3,6-diazabicyclo[3.2.1]octan-6-yl)-6,7-dimethoxyquinazoline